tert-butyl N-[(1R)-1-[4-(4,4,5,5-tetramethyl-1,3,2-dioxaborolan-2-yl)phenyl]ethyl]carbamate CC1(OB(OC1(C)C)C1=CC=C(C=C1)[C@@H](C)NC(OC(C)(C)C)=O)C